tert-Butyl (S)-3-((6-(6-fluoro-5-((3,3,3-trifluoropropyl)sulfonamido) naphthalen-1-yl)-8-methyl-7-oxo-7,8-dihydropyrido[2,3-d]pyrimidin-2-yl)amino)piperidine-1-carboxylate FC=1C(=C2C=CC=C(C2=CC1)C1=CC2=C(N=C(N=C2)N[C@@H]2CN(CCC2)C(=O)OC(C)(C)C)N(C1=O)C)NS(=O)(=O)CCC(F)(F)F